O=C1N(C(C=C1)=O)CCCC(NCCOCCOCCOCCC(=O)ON1C(CCC1=O)=O)=O 2,5-dioxopyrrolidin-1-yl 17-(2,5-dioxo-2,5-dihydro-1H-pyrrol-1-yl)-14-oxo-4,7,10-trioxa-13-azaheptadecan-1-oate